[Cl-].C(C(=C)C)(=O)C(C1=CC=CC=C1)[N+](C)(C)CCC methacryloylpropyl-dimethylbenzyl-ammonium chloride